1,1,1-trimethylol-2-ethyl-hexane C(O)C(C(CCCC)CC)(CO)CO